2-Chloro-7-(3-propyl)-5,6,7,8-tetrahydro-1,6-naphthyridine ClC1=NC=2CC(NCC2C=C1)CCC